5-chloro-N-((1r,4r)-4-((3-(6-(1-methyl-1H-pyrazol-3-yl)pyridin-3-yl)-2-oxo-2,3-dihydro-1H-benzo[d]imidazol-1-yl)methyl)cyclohexyl)-2-(trifluoromethyl)nicotinamide ClC=1C=NC(=C(C(=O)NC2CCC(CC2)CN2C(N(C3=C2C=CC=C3)C=3C=NC(=CC3)C3=NN(C=C3)C)=O)C1)C(F)(F)F